4-(cyclohexylamino)-3-(2-ethyl-2H-tetrazol-5-yl)-N-methylbenzenesulfonamide C1(CCCCC1)NC1=C(C=C(C=C1)S(=O)(=O)NC)C=1N=NN(N1)CC